1,3,5-Tris-(isocyanatomethyl)benzene N(=C=O)CC1=CC(=CC(=C1)CN=C=O)CN=C=O